N-(3-bromo-5-nitrophenyl)-2,5-dichloropyrimidin-4-amine BrC=1C=C(C=C(C1)[N+](=O)[O-])NC1=NC(=NC=C1Cl)Cl